(S)-5-(6-(cyclohexylamino)-4-(difluoromethyl)pyridin-3-yl)-N-(2-hydroxy-2-methylpropyl)-4-(2-methylpiperidine-1-carbonyl)thiazole-2-carboxamide C1(CCCCC1)NC1=CC(=C(C=N1)C1=C(N=C(S1)C(=O)NCC(C)(C)O)C(=O)N1[C@H](CCCC1)C)C(F)F